CC1=CC(=CC(=N1)C=O)N1C=NN=C1 (6-methyl-4-(4H-1,2,4-triazol-4-yl)pyridin-2-yl)methanone